3-[1-(cyclopropylmethyl)pyrazol-4-yl]-6-(7,8-dimethyl-[1,2,4]triazolo[4,3-b]pyridazin-6-yl)-7,8-dihydro-5H-1,6-naphthyridine C1(CC1)CN1N=CC(=C1)C=1C=NC=2CCN(CC2C1)C=1C(=C(C=2N(N1)C=NN2)C)C